N-(4-cyclohexylphenyl)-N-(3,3'',5',5''-tetra-tert-butyl-1,1':3',1''-terphenyl-5-yl)-9,9-dimethyl-9H-fluoren-2-amine C1(CCCCC1)C1=CC=C(C=C1)N(C1=CC=2C(C3=CC=CC=C3C2C=C1)(C)C)C=1C=C(C=C(C1)C1=CC(=CC(=C1)C(C)(C)C)C1=CC(=CC(=C1)C(C)(C)C)C(C)(C)C)C(C)(C)C